C1(CC1)C1=C(C=C(C=N1)C1=CC=2N(C=C1)N=C(N2)NC(OC(C)(C)C)=O)C(NCC2=CC(=CC=C2)OC(F)(F)F)=O tert-Butyl (7-(6-cyclopropyl-5-((3-(trifluoromethoxy)benzyl)carbamoyl)pyridin-3-yl)-[1,2,4]triazolo[1,5-a]pyridin-2-yl)carbamate